C(C)O[Si](CCCOCC1CO1)(OCC)OCC triethoxy(3-glycidoxypropyl)silane